1-(4-(4-((3-chlorophenyl)amino)quinazolin-6-yl)phenyl)-3-methylurea ClC=1C=C(C=CC1)NC1=NC=NC2=CC=C(C=C12)C1=CC=C(C=C1)NC(=O)NC